(2S)-2-amino-4,4-dimethyl-pentanoic acid N[C@H](C(=O)O)CC(C)(C)C